OCC(C(=O)O)N1C(C2(C1)CCC(CC2)C)=O 3-Hydroxy-2-(7-Methyl-1-Oxo-2-Azaspiro[3.5]Nonan-2-Yl)Propanoic Acid